C1(CC1)C1=NN2C(=NC(=C(C2=O)C=2C=NN(C2)CC(C(F)(F)F)(F)F)C(F)(F)F)S1 2-cyclopropyl-6-[1-(2,2,3,3,3-pentafluoropropyl)-1H-pyrazol-4-yl]-7-(trifluoromethyl)-5H-[1,3,4]thiadiazolo-[3,2-a]pyrimidin-5-one